BrC1=NN(C(=N1)OC1=CC=C(C=C1)F)C(C)C 3-bromo-5-(4-fluorophenoxy)-1-(propan-2-yl)-1H-1,2,4-triazole